N1C=C(C=CC1)C(=O)N 1,6-dihydropyridine-3-carboxamide